NCCNC(=O)C=1NC2=CC=CC(=C2C1)C=1C=C(O[C@H]2C[C@H](N(C2)C(=O)C=2C=NN(C2)C2=CC=C(C=C2)F)C(=O)O)C=CC1 (2S,4S)-4-[3-[2-(2-aminoethylcarbamoyl)-1H-indol-4-yl]phenoxy]-1-[1-(4-fluorophenyl)pyrazole-4-carbonyl]pyrrolidine-2-carboxylic acid